CC(CNCC1=C2C(=NC(=C1)C(=O)O)C=CN2)C 7-{[(2-methylpropyl)amino]methyl}-1H-pyrrolo[3,2-b]pyridine-5-carboxylic acid